C(CCC)[Si](C1=CC=C(C=C1)Br)(CCCC)CCCC 4-(tributylsilyl)bromobenzene